3,5-dihydroxy-dimethylaniline OC=1C=C(N(C)C)C=C(C1)O